FC=1C=C(C(=O)NC2=NC=C(C=C2)[N+](=O)[O-])C=C(C1)C 3-fluoro-5-methyl-N-(5-nitropyridin-2-yl)benzamide